(cis)-4-(4-Benzylpiperazin-1-yl)cyclohexan-1-ol C(C1=CC=CC=C1)N1CCN(CC1)[C@H]1CC[C@H](CC1)O